C(C)N1CCN(CCC1)CC=1C=CC2=C(SC(=C2)C(=O)NC=2C=C(C=CC2F)NC(=O)C2=CC3=C(OCCO3)C=C2)C1 N-(3-(6-((4-Ethyl-1,4-diazepan-1-yl)methyl)benzo[b]thiophene-2-carboxamido)-4-fluorophenyl)-2,3-dihydrobenzo[b][1,4]dioxine-6-carboxamide